BrCC=1C=CC(=NC1)NC(OC(C)(C)C)=O 1,1-dimethylethyl N-[5-(bromomethyl)-2-pyridinyl]carbamate